NC1=C2N=CN(C2=NC(=N1)Cl)[C@H]1[C@@H]([C@H]([C@H](O1)COC(C1=CC=CC=C1)(C1=CC=CC=C1)C1=CC=C(C=C1)OC)O)O[Si](C)(C)C(C)(C)C (2R,3S,4R,5R)-5-(6-amino-2-chloro-9H-purin-9-yl)-4-((tert-butyldimethylsilyl)oxy)-2-(((4-methoxy-phenyl)diphenylmethoxy)methyl)-tetrahydrofuran-3-ol